tert-butyl N-[(1S)-3-carbamoyl-1-[[(1R)-1-(4-methanesulfonylphenyl)ethyl]carbamoyl]propyl]carbamate C(N)(=O)CC[C@@H](C(N[C@H](C)C1=CC=C(C=C1)S(=O)(=O)C)=O)NC(OC(C)(C)C)=O